cis-3-cyclopropyl-N-(2-fluoro-4-methyl-5-pyridazin-3-ylphenyl)-6-azabicyclo[3.1.1]heptane-6-carboxamide C1(CC1)C1CC2N(C(C1)C2)C(=O)NC2=C(C=C(C(=C2)C=2N=NC=CC2)C)F